C(C)(C)C1=NC(=CC(=C1)N1[C@@H]([C@H](C1)O)C)N1N=CC=2C(=NC(=CC21)C=2C=NC=CC2OC)C (2R,3S)-1-(2-Isopropyl-6-(6-(4-methoxypyridin-3-yl)-4-methyl-1H-pyrazolo[4,3-c]pyridin-1-yl)pyridin-4-yl)-2-methylazetidin-3-ol